CC(=C=CCC(C)=O)C 6-methylhept-4,5-dien-2-one